FC1=C(C2=C(C(NS2(=O)=O)=O)C=C1)C(F)(F)F 6-fluoro-7-trifluoromethyl-benzo[d]isothiazol-3(2H)one-1,1-dioxide